C[N+](CCCC)(CCNC(=O)C=1N(C=C(C1)NC(=O)C=1N(C=C(C1)NC(C1=CC=C(C=C1)\C=C\C=1C=NC2=CC=CC=C2C1)=O)C)C)C (E)-N,N-dimethyl-N-(2-(1-methyl-4-(1-methyl-4-(4-(2-(quinolin-3-yl)vinyl)benzamido)-1H-pyrrole-2-carboxamido)-1H-pyrrole-2-carboxamido)ethyl)butan-1-aminium